(S)-2-[5-[1-(2-Fluoro-6-methyl-phenyl)-piperidin-4-yl]-6-oxo-7-(2-trifluoromethylbenzyl)-4,5,6,7-tetrahydro-pyrazolo[3,4-d]pyrimidin-2-ylmethyl]-azetidine-1-carboxylic acid ethyl ester C(C)OC(=O)N1[C@@H](CC1)CN1N=C2N(C(N(CC2=C1)C1CCN(CC1)C1=C(C=CC=C1C)F)=O)CC1=C(C=CC=C1)C(F)(F)F